N-((3-(2,6-dichloro-3,5-dimethoxyphenyl)-1-(2-methoxyethyl)-2-oxo-1,2-dihydro-1,6-naphthyridin-7-yl)methyl)acrylamide ClC1=C(C(=C(C=C1OC)OC)Cl)C=1C(N(C2=CC(=NC=C2C1)CNC(C=C)=O)CCOC)=O